C([C@H]([C@@H](C(=O)[O-])O)O)OP(=O)([O-])[O-] The molecule is a hydroxy monocarboxylic acid anion obtained by deprotonation of the carboxy and phosphate OH groups of 4-O-phosphono-D-threonic acid; major species at pH 7.3. It is a hydroxy monocarboxylic acid anion and an organophosphate oxoanion. It is a conjugate base of a 4-phospho-D-threonic acid.